C(CCCN)(N)(N)N 1,1,1,4-butanetetraamine